6-chloro-3-(methylamino)pyridinecarboxamide ClC1=CC=C(C(=N1)C(=O)N)NC